BrC1=C(C=C2C(=C(C(=NC2=C1F)O)C#N)N1C[C@@H](N(CC1)C(=O)[O-])CC#N)Cl (S)-4-(7-Bromo-6-chloro-3-cyano-8-fluoro-2-hydroxyquinolin-4-yl)-2-(cyanomethyl)piperazine-1-carboxylate